2,4,5-trifluoro-phenethyl alcohol FC1=C(CCO)C=C(C(=C1)F)F